1,4-dimercaptoethylbenzene SC(C)C1=CC=C(C=C1)S